(E)-N-(3-((4-((2-(aminomethyl)-3-fluoroallyl)oxy)phenyl)sulfonyl)-2,2-dimethylpropyl)-N-methylisobutyramide NC/C(/COC1=CC=C(C=C1)S(=O)(=O)CC(CN(C(C(C)C)=O)C)(C)C)=C\F